(R)-2-(3,5-dichloro-4-(8-chloro-5-(2-hydroxy-3-(methylamino)-3-oxopropoxy)-2-methyl-4-oxo-1,6-naphthyridin-1(4H)-yl)phenoxy)ethyl dihydrogen phosphate P(=O)(OCCOC1=CC(=C(C(=C1)Cl)N1C(=CC(C2=C(N=CC(=C12)Cl)OC[C@H](C(=O)NC)O)=O)C)Cl)(O)O